NC1=C(C=C(C=C1)CCC(=O)OC(C)(C)C)N(S(=O)(=O)C)C Tert-Butyl 3-(4-amino-3-(N-methylmethylsulfonamido)phenyl)propanoate